2'-((6-((3-methylpyridin-2-yl)amino)pyrimidin-4-yl)amino)spiro[cyclohexane-1,4'-thieno[2,3-c]pyrrol]-6'(5'H)-one CC=1C(=NC=CC1)NC1=CC(=NC=N1)NC1=CC2=C(C(NC23CCCCC3)=O)S1